NC(C)C1=C(C=CC(=C1)F)O 2-(1-aminoethyl)-4-fluorophenol